ClC1=C(C=CC=C1Cl)C=1CCN(CC1)CC=1C=C2C(N(C(C2=CC1)=O)C1C(NC(CC1)=O)=O)=O 5-((4-(2,3-dichlorophenyl)-3,6-dihydropyridin-1(2H)-yl)methyl)-2-(2,6-dioxopiperidin-3-yl)isoindoline-1,3-dione